benzofuro[2,3-d]pyrimidine N1=CN=CC2=C1OC1=C2C=CC=C1